2-(Diethylamino)ethyl-3a-methyl-2,3,3a,4-tetrahydro-1H-cyclopenta[b]quinoline-7-carboxylate C(C)N(CCOC(=O)C1=CC=2C=C3C(NC2C=C1)(CCC3)C)CC